[(3S)-1-(2-methoxyethyl)-5-oxo-pyrrolidin-3-yl]-4-[3-[2-(cyclopropoxy)-3-pyridyl]pyrazolo[1,5-a]pyrimidin-5-yl]piperazine-1-carboxylate COCCN1C[C@H](CC1=O)OC(=O)N1CCN(CC1)C1=NC=2N(C=C1)N=CC2C=2C(=NC=CC2)OC2CC2